(R)-2-(3-fluoro-2-methoxy-5-propylphenyl)-2-((R)-3-((5-(4-methoxy-5,6,7,8-tetrahydro-1,8-naphthyridin-2-yl)pentyl)oxy)pyrrolidin-1-yl)acetic acid FC=1C(=C(C=C(C1)CCC)[C@H](C(=O)O)N1C[C@@H](CC1)OCCCCCC1=NC=2NCCCC2C(=C1)OC)OC